ClC1=C(C=CC(=C1)C1=NOC(=N1)C)C1=CC=C(C=C1)C(=O)O 2'-chloro-4'-(5-methyl-1,2,4-oxadiazol-3-yl)-[1,1'-biphenyl]-4-formic acid